heptadecan-9-yl 8-((3-(2-methyl-1H-imidazol-1-yl)propyl)(8-(nonyloxy)-8-oxooctyl)amino)octanoate CC=1N(C=CN1)CCCN(CCCCCCCC(=O)OC(CCCCCCCC)CCCCCCCC)CCCCCCCC(=O)OCCCCCCCCC